Tetrafluorobenzoquinone FC1=C(C(C(=C(C1=O)F)F)=O)F